CC1([C@H]2CN[C@@H]([C@@H]12)C(=O)OC)C methyl (1R,2S,5S)-6,6-dimethyl-3-azabicyclo[3.1.0]hexane-2-carboxylate